ClC1=C(C(=C(C=C1OC)OC)Cl)C1=CC2=C(N=C(N=C2)N[C@H]2[C@H](COC2)NC(C=C)=O)C(=N1)N1CC2(COC2)C1 N-((3R,4S)-4-((6-(2,6-dichloro-3,5-dimethoxyphenyl)-8-(2-oxa-6-aza-spiro[3.3]heptan-6-yl)pyrido[3,4-d]pyrimidin-2-yl)amino)tetrahydrofuran-3-yl)acrylamide